4-amino-1-[(2R)-6-amino-2-[[2-[[(2R)-2-[[(2R)-2-amino-3-phenyl-propanoyl]amino]-3-phenyl-propanoyl]amino]-4-cyclopropyl-butanoyl]amino]hexanoyl]piperidine-4-carboxylic acid NC1(CCN(CC1)C([C@@H](CCCCN)NC(C(CCC1CC1)NC([C@@H](CC1=CC=CC=C1)NC([C@@H](CC1=CC=CC=C1)N)=O)=O)=O)=O)C(=O)O